(S)-4-(3-nitro-5-(trifluoromethyl)pyridin-2-yl)piperazine-1-carboxylic acid tert-butyl ester C(C)(C)(C)OC(=O)N1CCN(CC1)C1=NC=C(C=C1[N+](=O)[O-])C(F)(F)F